The molecule is a mimotope of the pyruvate dehydrogenase E2 component (PDC-E2) comprising a [(2E)-3-(m-tolyl)prop-2-enoyl]- group linked to the lipoated PDC-E2 core dodecapeptide (DKATIGFEVQEE) at N-6 of lysine. It has a role as a mimotope. It is a lipopeptide and a polypeptide. CC[C@H](C)[C@@H](C(=O)NCC(=O)N[C@@H](CC1=CC=CC=C1)C(=O)N[C@@H](CCC(=O)O)C(=O)N[C@@H](C(C)C)C(=O)N[C@@H](CCC(=O)N)C(=O)N[C@@H](CCC(=O)O)C(=O)N[C@@H](CCC(=O)O)C(=O)O)NC(=O)[C@H]([C@@H](C)O)NC(=O)[C@H](C)NC(=O)[C@H](CCCCNC(=O)/C=C/C2=CC=CC(=C2)C)NC(=O)[C@H](CC(=O)O)NC(=O)C